8-methyl-6-nonenoic acid CC(C=CCCCCC(=O)O)C